bis(4-tert-butyl cyclohexyl) peroxydicarbonate C(=O)(OC1CCC(CC1)C(C)(C)C)OOC(=O)OC1CCC(CC1)C(C)(C)C